CC=1C=C(C=CC1CN1CC=2N(CC1)N=CN2)NC=2C1=C(N=CN2)C=NC(=C1)N1CCNCC1 N-(3-methyl-4-{5H,6H,8H-[1,2,4]triazolo[1,5-a]pyrazin-7-ylmethyl}phenyl)-6-(piperazin-1-yl)pyrido[3,4-d]pyrimidin-4-amine